(S)-2-((1-(6-methyl-2-(4-(1-methyl-1H-pyrazol-4-yl)phenyl)-4-oxo-4H-chromen-8-yl)ethyl)amino)benzoic acid CC=1C=C2C(C=C(OC2=C(C1)[C@H](C)NC1=C(C(=O)O)C=CC=C1)C1=CC=C(C=C1)C=1C=NN(C1)C)=O